5-(6-Isopropyl-2-(4-(oxetan-3-ylamino)cyclohexyl)-4H-pyrrolo[3,2-d]thiazol-5-yl)-1,3,4-trimethylpyridin-2(1H)-one C(C)(C)C1=C(NC2=C1N=C(S2)C2CCC(CC2)NC2COC2)C=2C(=C(C(N(C2)C)=O)C)C